lead dioxide [Pb](=O)=O